7-Bromo-imidazo[1,2-f]phenanthridin BrC1=CC=2C=3C=CC=CC3C=3N(C2C=C1)C=CN3